C(C1=CC=CC=C1)OC(C=CCC(=O)OCC1=CC=CC=C1)=O glutaconic acid dibenzyl ester